4-bromo-2-(fluoromethoxy)pyridine BrC1=CC(=NC=C1)OCF